diethyldibutoxysilane C(C)[Si](OCCCC)(OCCCC)CC